BrC1=CC=C(C=C1)C(C)NC(C1=C(C=CC=C1)OC)=O N-[1-(4-bromophenyl)ethyl]-2-methoxy-benzamide